C(=O)O.O=C1NC(CCC1N1C(C2=CC=CC(=C2C1=O)NCCCCCCNC(=O)C1CC1)=O)=O N-(6-((2-(2,6-dioxopiperidin-3-yl)-1,3-dioxoisoindol-4-yl)amino)hexyl)cyclopropane-1-carboxamide formate